C(C(=C)C)(=O)C(C)O[Si](OCC)(C)CCC methacryloylpropylmethyldiethoxysilane